(2-(benzyloxy)ethyl)hydrazine C(C1=CC=CC=C1)OCCNN